ClC=1C=C(C=CC1Cl)C1(CC1)NCCC(=O)N1CC2CCC(C1)N2C2=NC=C(C#N)C=C2 6-(3-(3-((1-(3,4-dichlorophenyl)cyclopropyl)amino)propanoyl)-3,8-diazabicyclo[3.2.1]octan-8-yl)nicotinonitrile